3,4-dimethoxy-1-(3-(4-methyl-1H-imidazol-1-yl)propionamido)cyclobutane-1-carboxamide COC1CC(C1OC)(C(=O)N)NC(CCN1C=NC(=C1)C)=O